ClC=1C=C(C=CC1)N1NC(C=2C=NC(=CC21)NC2=NC(=NC(=C2)C)C)=O 1-(3-chlorophenyl)-6-((2,6-dimethylpyrimidin-4-yl)amino)-1,2-dihydro-3H-pyrazolo[4,3-c]pyridin-3-one